C(C)C(CNCCCCCCN)CC N-(2-ethylbutyl)hexane-1,6-diamine